N1=CC(=CC=C1)CNC=1C=2N(C3=C(N1)C=CN=C3)C=CC2C(=O)O 6-((pyridin-3-ylmethyl)amino)pyrido[4,3-e]pyrrolo[1,2-a]pyrazine-7-carboxylic acid